ClC1=C(OC2=CC3=C(N=C(N=C3)NCCC3=CC=CC=C3)N(C2=O)C)C=CC=C1 6-(2-chlorophenoxy)-8-methyl-2-[(2-phenylethyl)amino]pyrido[2,3-d]pyrimidin-7(8H)-one